2-{[6-methyl-3-(pyrimidin-2-yl)pyridin-2-yl]carbonyl}-2-azabicyclo[3.1.1]heptane CC1=CC=C(C(=N1)C(=O)N1C2CC(CC1)C2)C2=NC=CC=N2